C(CC)C=CC(C(=O)N)=C n-propylvinylacrylamide